zinc tin [Sn].[Zn]